methyl 5-(4-(4-(2,6-difluorobenzyl)-5-oxo-4,5-dihydro-1H-1,2,4-triazol-1-yl)-2-fluorophenoxy)-2-methylthiazole-4-carboxylate FC1=C(CN2C=NN(C2=O)C2=CC(=C(OC3=C(N=C(S3)C)C(=O)OC)C=C2)F)C(=CC=C1)F